C1(CCCC1)[C@@H](C(=O)OCC1CC1)NP(=O)(OC1=CC=CC=C1)OC1=CC=C(C=C1)[N+](=O)[O-] (2S)-cyclopropylmethyl 2-cyclopentyl-2-(((4-nitrophenoxy)(phenoxy)phosphoryl)amino)acetate